C(C)(C)(C)NCC1=C(C=CC(=N1)NC=1C=CC(=C2CNC(C12)=O)C1=CN=C2N1C=CC(=C2)F)C2COCC2 7-[[6-[(tert-butylamino)meth-yl]-5-tetrahydrofuran-3-yl-2-pyridyl]amino]-4-(7-fluoro-imidazo[1,2-a]pyridin-3-yl)isoindolin-1-one